FC=1C=C2C=C(NC2=CC1NCC1=NOC=C1)CNC(=O)C1(CC1)C N-[(5-fluoro-6-{[(3-isoxazolyl)methyl]amino}-2-indolyl)methyl]1-methylcyclopropanecarboxamide